O1[C@H](COCC1)COC1=C2C(=NC(=C1)F)C(=C(N2)C2=CC(=NC=C2)NC(C)=O)C2=NC=CC=C2 N-{4-[7-{[(2R)-1,4-dioxan-2-yl]methoxy}-5-fluoro-3-(pyridin-2-yl)-1H-pyrrolo[3,2-b]pyridin-2-yl]pyridin-2-yl}acetamide